COC([C@H](CCCC)NC(CC(C(C)(C)C1=CC(=CC=C1)Cl)(C1=CC=CC=C1)O)=O)=O.FC(N1N=C(N=N1)C(N1CCN(CC1)C=O)C1=CC=CC=C1)F (4-((2-(difluoromethyl)-2H-tetrazol-5-yl)(phenyl)methyl)piperazin-1-yl)methanone methyl-(2S)-2-(4-(3-chlorophenyl)-3-hydroxy-4-methyl-3-phenylpentanamido)hexanoate